C(OC(CC1=CC=C(C=C1)C(=C)C)(C)C)([O-])=O (4-isopropenylphenyl)-(1,1-dimethylethyl) carbonate